N1C=NC2=C1C=CC(=C2)CNC2=C(C(=CC=C2)F)C2=CC=C(C=C2)F N-(1H-1,3-benzodiazol-5-ylmethyl)-3-fluoro-2-(4-fluorophenyl)aniline